6-chloro-1-(2-(dimethylamino)phenyl)-7-(2-fluoro-6-hydroxyphenyl)-4-((2S)-2-methyl-4-(2-propenoyl)-1-piperazinyl)pyrido[2,3-d]pyrimidin-2(1H)-one ClC1=CC2=C(N(C(N=C2N2[C@H](CN(CC2)C(C=C)=O)C)=O)C2=C(C=CC=C2)N(C)C)N=C1C1=C(C=CC=C1O)F